2'-chloro-5'-methoxy-6-methyl-N-(5-(3-(trifluoromethoxy)cyclobutane-1-carbonyl)-5,6-dihydro-4H-pyrrolo[3,4-d]thiazol-2-yl)-[4,4'-bipyridine]-3-carboxamide ClC1=NC=C(C(=C1)C1=C(C=NC(=C1)C)C(=O)NC=1SC2=C(N1)CN(C2)C(=O)C2CC(C2)OC(F)(F)F)OC